((2-(((S)-3,3-dimethyl-1-oxo-1-((S)-2-((S)-3-phenylpiperidine-1-carbonyl)pyrrolidin-1-yl)butan-2-yl)carbamoyl)benzo[b]thiophen-5-yl)difluoromethyl)phosphonic acid CC([C@@H](C(N1[C@@H](CCC1)C(=O)N1C[C@@H](CCC1)C1=CC=CC=C1)=O)NC(=O)C1=CC2=C(S1)C=CC(=C2)C(F)(F)P(O)(O)=O)(C)C